FC=1C=C(C=C(C1F)[N+](=O)[O-])O 3,4-difluoro-5-nitrophenol